2-(2'-hydroxy-3'-dodecyl-5'-methylphenyl)benzotriazole OC1=C(C=C(C=C1CCCCCCCCCCCC)C)N1N=C2C(=N1)C=CC=C2